FC(C1=CC=C(C=C1)C=1C=2N(C=C(N1)C#N)C=CC2)(F)F 1-(4-(trifluoromethyl)phenyl)pyrrolo[1,2-a]pyrazine-3-carbonitrile